C(C)(C)(C)C1=CC=C(C=C1)C(/C=C/C1=CC=C(OCC(=O)O)C=C1)=O 2-[4-[(E)-3-(4-Tert-butylphenyl)-3-oxoprop-1-enyl]phenoxy]acetic acid